ClC1=C(OC(C)C2CN(C2)C(=O)N2C[C@@H]3[C@@H](OCC(N3)=O)CC2)C=CC(=C1)C(F)(F)F (4aR,8aS)-6-(3-(1-(2-Chloro-4-(trifluoromethyl)phenoxy)ethyl)azetidin-1-carbonyl)hexahydro-2H-pyrido[4,3-b][1,4]oxazin-3(4H)-on